5-chloro-2-{7-[(1s,3s)-3-hydroxy-3-methylcyclobutyl]-5-methyl-7H-pyrrolo[2,3-c]pyridazin-3-yl}-3-methylphenol ClC=1C=C(C(=C(C1)O)C1=CC2=C(N=N1)N(C=C2C)C2CC(C2)(C)O)C